C(C=C)(=O)NCC1CC2=C(N(C1)C1=CC=C(C=C1)C(F)(F)F)C=NN2CC=2C=C(C(=O)N)C=CC2 3-((6-(acrylamido-methyl)-4-(4-(trifluoromethyl)phenyl)-4,5,6,7-tetrahydro-1H-pyrazolo[4,3-b]pyridin-1-yl)methyl)benzamide